C(CCCCCCC)C1=CC=C(C=C1)[O-].[Na+] sodium p-octyl-phenolate